6-Morpholine-4-yl-N-phenyl-N1-m-tolyl-[1,3,5]triazine-2,4-diamine hydrochloride Cl.N1(CCOCC1)C1=NC(=NC(N1C=1C=C(C=CC1)C)NC1=CC=CC=C1)N